FC1=CC=C(C=C1)[C@@H]1NC[C@H](C(C1)=O)C (2R,5R)-2-(4-fluorophenyl)-5-methyl-piperidin-4-one